2-(6-chlorobenzofuran-2-yl)-4,4,5,5-tetramethyl-1,3,2-dioxaborolane ClC1=CC2=C(C=C(O2)B2OC(C(O2)(C)C)(C)C)C=C1